FC(C1=C(C=CC=C1C1=CC(=NC=C1)N1CCNCC1)C1=CC(=C(C=C1)NC(C)=O)F)F N-(2'-(difluoromethyl)-3-fluoro-3'-(2-(piperazin-1-yl)pyridin-4-yl)-[1,1'-biphenyl]-4-yl)acetamide